FC1=C(C(=CC=C1)F)C1CCC(CC1)CC(=O)OCC ethyl 2-((1r,4r)-4-(2,6-difluorophenyl)cyclohexyl)acetate